C(C)(C)(C)C1=C(C(=C(C=O)C=C1[2H])[2H])[2H] 4-tert-butyl-benzaldehyde-d3